Ethyl [(5-bromo-3-{[(2S)-1-methoxypropan-2-yl]carbamoyl}pyridin-2-yl)carbamothioyl]carbamate BrC=1C=C(C(=NC1)NC(=S)NC(OCC)=O)C(N[C@H](COC)C)=O